(S)-4-(tert-butyl)thiazolidine-2-thione C(C)(C)(C)[C@@H]1NC(SC1)=S